4-(2-Methyl-4-((6-((7-(trifluoromethyl)quinolin-4-yl)thio)hexyl)amino)benzoyl)piperazine-1-carboxylic acid tert-butyl ester C(C)(C)(C)OC(=O)N1CCN(CC1)C(C1=C(C=C(C=C1)NCCCCCCSC1=CC=NC2=CC(=CC=C12)C(F)(F)F)C)=O